N-[(4-Chlorophenyl)-methyl]-2-ethylsulfanyl-4-methyl-6-[(3R)-3-methyl-morpholin-4-yl]-pyridine-3-carboxylic acid amide ClC1=CC=C(C=C1)CNC(=O)C=1C(=NC(=CC1C)N1[C@@H](COCC1)C)SCC